O=C1CC[C@H](N1C(=O)OC(C)(C)C)C(=O)OC(C)(C)C di-tert-butyl (S)-5-oxopyrrolidine-1,2-dicarboxylate